2-(5-amino-2-(furan-2-yl)-7H-pyrazolo[4,3-e][1,2,4]triazolo[1,5-c]pyrimidin-7-yl)-N-((1S,2R)-2-hydroxycyclohexyl)-2-phenylacetamide NC1=NC2=C(C=3N1N=C(N3)C=3OC=CC3)C=NN2C(C(=O)N[C@@H]2[C@@H](CCCC2)O)C2=CC=CC=C2